C(C1=CC=CC=C1)O[C@@](CC=C)(C(F)(F)F)C1=NN=C(O1)C1=C(C=C(C(=N1)C(=O)O)C(F)(F)F)NC(=O)OC(C)(C)C 6-[5-[(1R)-1-benzyloxy-1-(trifluoromethyl)but-3-enyl]-1,3,4-oxadiazol-2-yl]-5-(tert-butoxycarbonylamino)-3-(trifluoromethyl)pyridine-2-carboxylic acid